(R)-3-(3-(6-((3-fluoro-4-(trifluoromethoxy)phenyl)amino)pyridin-3-yl)-1,2,4-oxadiazol-5-yl)piperidine-1-carboximidamide hydrochloride Cl.FC=1C=C(C=CC1OC(F)(F)F)NC1=CC=C(C=N1)C1=NOC(=N1)[C@H]1CN(CCC1)C(N)=N